1-({[1-(3,5-Diethoxy-4-Methylphenyl)Ethyl](4-Phenylbutyl)Carbamoyl}Amino)Cyclopentane-1-Carboxamide C(C)OC=1C=C(C=C(C1C)OCC)C(C)N(C(=O)NC1(CCCC1)C(=O)N)CCCCC1=CC=CC=C1